C(C)(C)C1=NC(=C2C(=N1)NN=C2C2=NOC(=C2C2=NC=C(C=N2)C2CCNCC2)C2CCCC2)N isopropyl-3-[5-cyclopentyl-4-[5-(4-piperidyl)pyrimidin-2-yl]isoxazol-3-yl]pyrazolo[3,4-d]pyrimidin-4-amine